2-bromo-6-(trimethylsilyl)pyridine BrC1=NC(=CC=C1)[Si](C)(C)C